C(C)(C)(C)OC(=O)N1CC(C1)C#CC=1C=NN(C1)C(C(=O)NC1=CC=C(C2=CC=CC=C12)C#N)(C)C 3-((1-(1-((4-cyanonaphthalene-1-yl)amino)-2-methyl-1-oxopropan-2-yl)-1H-pyrazole-4-yl)ethynyl)azetidine-1-carboxylic acid tert-butyl ester